CC1(N(CCN(C1)C(=O)OC(C)(C)C)C(=O)[O-])C 4-(tert-butyl) 2,2-dimethylpiperazine-1,4-dicarboxylate